OCC=1C(=NC=CN1)C(=O)NC=1C=NN(C1)[C@@H](C)C=1C=NC(=NC1)N1C([C@@H]2C[C@@H]2C1)=O 3-(hydroxymethyl)-N-(1-((S)-1-(2-((1R,5S)-2-oxo-3-azabicyclo[3.1.0]hexan-3-yl)pyrimidin-5-yl)ethyl)-1H-pyrazol-4-yl)pyrazine-2-carboxamide